BrC1=CC=C2C(N(C(C2=C1)(C)C)C(=O)OC(C)(C)C)=O tert-butyl 6-bromo-1,1-dimethyl-3-oxoisoindole-2-carboxylate